phosphoinosinate P(=O)(O)(O)O[C@H]1[C@@](O[C@@H]([C@H]1O)CO)(N1C=NC=2C(O)=NC=NC12)C(=O)[O-]